racemic-(4R,5S)-5-hydroxy-1,6-heptadien-3-one O[C@@H](CC(C=C)=O)C=C |r|